C1(CC1)N1C(C=2C(C=C1)=NN(C2)CC(CN2C(C1=CC=CC=C1C2=O)=O)=CF)=O 2-(2-((5-cyclopropyl-4-oxo-4,5-dihydro-2H-pyrazolo[4,3-c]pyridin-2-yl)methyl)-3-fluoroallyl)isoindoline-1,3-dione